C(=O)(OCC1=CC=CC=C1)N (CBZ)amine